N1C(=NC2=C1C=CC=C2)C(N2C=NC1=CC=C(C(=C1C2=O)OC)C2=CC=C(C=C2)C2CCN(CC2)C)C2=C(C=CC(=C2)F)O 3-[1H-benzimidazol-2-yl-(5-fluoro-2-hydroxy-phenyl)methyl]-5-methoxy-6-[4-(1-methyl-4-piperidyl)phenyl]quinazolin-4-one